2-chloro-8-(furan-2-yl)-9-(4-(1-isopropyl-4-(trifluoromethyl)-1H-imidazol-2-yl)benzyl)-9H-purine ClC1=NC=C2N=C(N(C2=N1)CC1=CC=C(C=C1)C=1N(C=C(N1)C(F)(F)F)C(C)C)C=1OC=CC1